Azaspiro[2.5]octane-6,8-dione N1CC12CCC(CC2=O)=O